C(C)[C@@](C(=O)OCC)(CCC)C |r| ethyl (2RS)-2-ethyl-2-methylpentanoate